O[C@H]1CN(CC1)CC1=CC=C(C=C1)C=1C(=C(C=CC1)C1=C(C(=CC=C1)C1=NC=C(C=O)C(=C1)OC)C)C (R)-6-(4''-((3-hydroxypyrrolidin-1-yl)methyl)-2,2'-dimethyl-[1,1':3',1''-terphenyl]-3-yl)-4-methoxynicotinaldehyde